C(C)/C(/C(=O)O)=C\[C@@H]1N(CCC1)C ethyl-(R,E)-3-(1-methylpyrrolidin-2-yl)acrylic acid